(N,N-dibutylamino)carboxybenzotriazole C(CCC)N(CCCC)C1=C(C2=C(NN=N2)C=C1)C(=O)O